bromopropyl-dimethyl-silane tert-butyl-(2S,3R)-3-azido-2-(methoxy(methyl)carbamoyl)pyrrolidine-1-carboxylate C(C)(C)(C)OC(=O)N1[C@@H]([C@@H](CC1)N=[N+]=[N-])C(N(C)OC)=O.BrCCC[SiH](C)C